2-(3-(2-((4-bromo-5-chloro-2-formylphenyl)amino)-2-oxoethyl)-5-methylphenyl)acetic acid ethyl ester C(C)OC(CC1=CC(=CC(=C1)C)CC(=O)NC1=C(C=C(C(=C1)Cl)Br)C=O)=O